(S)-4-(tert-butyloxycarbonyl)-4-azaspiro[2.4]heptane-5-carboxylate C(C)(C)(C)OC(=O)N1C2(CC2)CC[C@H]1C(=O)[O-]